(R)-1-(3-((2,2'-dimethyl-3'-(3-((2-morpholinoethyl)amino)propoxy)-[1,1'-biphenyl]-3-yl)oxy)propyl)pyrrolidin-3-ol CC1=C(C=CC=C1OCCCN1C[C@@H](CC1)O)C1=C(C(=CC=C1)OCCCNCCN1CCOCC1)C